FC1CN(C1)C(=O)C=1N=NC(=C(C1)C)N1CC=2C=C(C=NC2CC1)CC(F)(F)F (3-fluoroazetidin-1-yl)(5-methyl-6-(3-(2,2,2-trifluoroethyl)-7,8-dihydro-1,6-naphthyridin-6(5H)-yl)pyridazin-3-yl)methanone